FC(OC1=C(C=CC(=C1)F)[C@H]1[C@@H](O[C@]([C@H]1C)(C(F)(F)F)C)C(=O)NC1=CC(=NC=C1)C(=O)NC)F |o1:10,11,13,14| rel-(2R,3S,4S,5R)-4-[[3-[2-(difluoromethoxy)-4-fluorophenyl]-4,5-dimethyl-5-(trifluoromethyl)tetrahydrofuran-2-carbonyl]amino]-N-methylpyridine-2-carboxamide